N-((1S)-(4,4-difluorocyclohexyl)(6-(((5R)-2-oxo-5-(trifluoromethyl)piperidin-3-yl)methyl)imidazo[1,2-b]pyridazin-2-yl)methyl)-1-(2-fluoroethyl)-1H-pyrazole-5-carboxamide FC1(CCC(CC1)[C@H](NC(=O)C1=CC=NN1CCF)C=1N=C2N(N=C(C=C2)CC2C(NC[C@@H](C2)C(F)(F)F)=O)C1)F